C(C)C(C)CCCCCCCCCCCCCCCC 2-ethyl-octadecane